C(C)(C)(C)OC(CN1C(CN(CCN(CCN(CC1)CC(OC(C)(C)C)=O)CC(OC(C)(C)C)=O)CC(OC(C)(C)C)=O)CCCC1=CC=C(C(=O)OC)C=C1)=O methyl 4-[3-[1,4,7,10-tetrakis(2-tert-butoxy-2-oxo-ethyl)-1,4,7,10-tetrazacyclododec-2-yl]propyl]benzoate